ClC1=CC=C(C(=N1)C(=O)OC)SC methyl 6-chloro-3-(methylsulfanyl)picolinate